CN1C(=CC2=C(C=CC=C12)C1CCNCC1)C(=O)N methyl-4-(piperidin-4-yl)-1H-indole-2-carboxamide